C(CCC)NC[C@@H]1NC2=CC(=C(C(=C2C1)F)N1CC(NS1(=O)=O)=O)O 5-{(2R)-2-[(butylamino)methyl]-4-fluoro-6-hydroxy-2,3-dihydro-1H-indol-5-yl}-1λ6,2,5-thiadiazolidine-1,1,3-trione